isopropyl (R)-2-amino-2-(3-cyanopyrazolo[1,5-a]quinolin-7-yl)-4,4-dimethylpentanoate N[C@](C(=O)OC(C)C)(CC(C)(C)C)C=1C=C2C=CC=3N(C2=CC1)N=CC3C#N